NC1C2CC(C(C1N)C2)N 2,3,5-triaminobicyclo[2.2.1]heptane